[N-]=C=O.[N-]=C=O.CC1CCCCC1 methylcyclohexane Diisocyanate